2-bromo-4,6-difluoropyridine BrC1=NC(=CC(=C1)F)F